C(CCCCCCCCCC(C)C)O i-Tridecanol